FC=1C=C(CN2N=C(C(=C2)C2=CC(=NC=C2)C2=NC3=C(N2)CN(C3)C3(CC(C3)O)C(=O)C3(CC(C3)O)N3CC=2NC(=NC2C3)C3=NC=CC(=C3)C=3C(=NN(C3)CC3=CC(=CC=C3)F)C3=NC(=CC=C3)C)C3=NC(=CC=C3)C)C=CC1 (2-(4-(1-(3-Fluorobenzyl)-3-(6-methylpyridin-2-yl)-1H-pyrazol-4-yl)pyridin-2-yl)-4,6-dihydropyrrolo[3,4-d]imidazol-5(1H)-yl)(3-hydroxycyclobutyl) ketone